(2S)-N-[2-(3,3-difluoro-pyrrolidin-1-yl)-4-(2-fluorophenyl)-3-pyridyl]-2-(methoxymethyl)pyrrolidine-1-carboxamide FC1(CN(CC1)C1=NC=CC(=C1NC(=O)N1[C@@H](CCC1)COC)C1=C(C=CC=C1)F)F